C1(=CC=C(C=C1)N1CC1)C p-tolylaziridine